tert-butyl (2R,6S)-4-(1-((2,8-dimethylimidazo[1,2-a]pyridin-6-yl)carbamoyl)-2,3-dihydro-1H-pyrrolo[2,3-b]pyridin-4-yl)-2,6-dimethylpiperazine-1-carboxylate CC=1N=C2N(C=C(C=C2C)NC(=O)N2CCC=3C2=NC=CC3N3C[C@H](N([C@H](C3)C)C(=O)OC(C)(C)C)C)C1